N-(5-chloro-2-((5-cyanopyridin-3-yl)methoxy)-4-(3-(1-(3-(4-hydroxy-4-carboxypiperidine-1-yl)propyl)indoline-4-yl)-2-methylbenzyloxy)benzyl)-L-serine ClC=1C(=CC(=C(CN[C@@H](CO)C(=O)O)C1)OCC=1C=NC=C(C1)C#N)OCC1=C(C(=CC=C1)C1=C2CCN(C2=CC=C1)CCCN1CCC(CC1)(C(=O)O)O)C